(R)-2-methyl-N-(1-(m-tolyl)ethyl)-7,8-dihydro-[1,4]dioxino[2,3-g]quinazolin-4-amine CC1=NC2=CC3=C(C=C2C(=N1)N[C@H](C)C=1C=C(C=CC1)C)OCCO3